N1=CN=CC=2NC(C(NC12)=O)=O 5H-pteridine-6,7-dione